2-(4-benzyloxy-2-ethyl-5-methyl-pyrazol-3-yl)oxazole-5-carbaldehyde C(C1=CC=CC=C1)OC1=C(N(N=C1C)CC)C=1OC(=CN1)C=O